NC=1C=C(C(=O)C2=CC=C(C=C2)N)C=CC1OC=1C(=CC=CC1)C1=CC=CC=C1 3,4'-diamino-4-biphenyloxybenzophenone